FC=1C=NC=CC1N1C[C@H](N(CC1)C(=O)N[C@H](C)C1=CC=CC2=C1N=C(O2)C)C (R)-4-(3-Fluoropyridin-4-yl)-2-methyl-N-((R)-1-(2-methylbenzo[d]oxazol-4-yl)ethyl)piperazine-1-carboxamide